C1(=CC=CC=C1)S(=O)(=O)N1C2=NC=C3N(C(N(C3=C2C=C1C=1C(=NN(C1)C)F)[C@H]1C[C@@H](CC1)NC(OC(C)(C)C)=O)=O)C tert-Butyl N-[(1R,3R)-3-[10-(benzenesulfonyl)-11-(3-fluoro-1-methyl-pyrazol-4-yl)-5-methyl-4-oxo-3,5,8,10-tetrazatricyclo[7.3.0.02,6]dodeca-1,6,8,11-tetraen-3-yl]cyclopentyl]carbamate